MonoBocpropanediamine C(=O)(OC(C)(C)C)C(CC)(N)N